(5R,6S,8R)-8-[(1S,2R)-2,6-difluoro-1-hydroxy-7-(1-methyl-5-pyrazolyl)-4-indanyl]-3,5,6-trifluoro-5,6,7,8-tetrahydro-1-naphthonitrile F[C@H]1[C@H](C2=C(C(=CC(=C2C1)[C@H]1C[C@@H]([C@@H](C=2C=C(C=C(C12)C#N)F)F)F)F)C1=CC=NN1C)O